C(C)(C)(C)OC(=O)N1[C@@H](C[C@H](C1)F)C(C(C(=O)OCC)N1N=C2C(=C(C=C(C2=C1)C(F)(F)F)Br)C)=O (2s,4r)-2-(2-(6-bromo-7-methyl-4-(trifluoromethyl)-2H-indazol-2-yl)-3-ethoxy-3-oxopropionyl)-4-fluoropyrrolidine-1-carboxylic acid tert-butyl ester